C(C)(=O)C1=CN=CC(=N1)NC(OC(C)(C)C)=O tert-butyl (6-acetylpyrazin-2-yl)carbamate